2-(pyridin-2-yl)-4-(1-azacarbazol-9-yl)phenol lithium [Li].N1=C(C=CC=C1)C1=C(C=CC(=C1)N1C2=CC=CC=C2C=2C=CC=NC12)O